5-(cyclopropylmethyl)-1,2,4-oxadiazol-3-amine C1(CC1)CC1=NC(=NO1)N